C(C)(=O)C1=CN(C2=C(C=C(C=C12)C=1C=NC(=NC1)C)C)CC(=O)N1[C@@H]2C[C@@]2(C[C@H]1C(=O)N[C@@H](C)C(=C(C)C)F)C (1R,3S,5R)-2-(2-(3-acetyl-7-methyl-5-(2-methylpyrimidin-5-yl)-1H-indol-1-yl)acetyl)-N-((S)-3-fluoro-4-methylpent-3-en-2-yl)-5-methyl-2-azabicyclo[3.1.0]hexane-3-carboxamide